C(#N)C=1C(=C(C(=NC1)C(=O)NC=1C=C2C(=NNC2=CC1)C=1C=NN(C1)C1COC1)C)C 5-Cyano-3,4-dimethyl-N-(3-(1-(oxetan-3-yl)-1H-pyrazol-4-yl)-1H-indazol-5-yl)picolinamide